The molecule is an oxazolidinone that is N-(2,6-dimethylphenyl)-2-methoxyacetamide in which the amide hydrogen is replaced by a 2-oxo-1,3-oxazolidin-3-yl group. A systemic fungicide used to treat seeds of a variety of food crops, as well as lawns. It has a role as an agrochemical. It is an aromatic amide, an oxazolidinone, a carbohydrazide, an ether and an anilide fungicide. CC1=C(C(=CC=C1)C)N(C(=O)COC)N2CCOC2=O